L-azaserine N[C@@H](COC(=O)C=[N+]=[N-])C(=O)O